chlorine iron water O.[Fe].[Cl]